NCC1=C(C=CC=C1)N1N=C(C=C1)C(=O)OC methyl 1-(2-(aminomethyl) phenyl)-1H-pyrazole-3-carboxylate